C[C@@H]1N(CCC1)C(=O)O[C@H]1C[C@H](CC1)C1=CC(=NN1)NC(CC1=NOC=C1)=O (1R,3S)-3-{3-[(1,2-oxazol-3-ylacetyl)amino]-1H-pyrazol-5-yl}cyclopentyl (2S)-2-methylpyrrolidine-1-carboxylate